6-Chloro-3-methyl-2-phenylbenzofuran ClC1=CC2=C(C(=C(O2)C2=CC=CC=C2)C)C=C1